methyl (2S)-2-[[(2S)-3-cyclopropyl-2-[[(2S)-3-(4-fluorophenyl)-2-(pyrazine-2-carbonylamino)propanoyl]amino]propanoyl]amino]-3-[(3S)-2-oxo-3-piperidyl]propanoate C1(CC1)C[C@@H](C(=O)N[C@H](C(=O)OC)C[C@H]1C(NCCC1)=O)NC([C@H](CC1=CC=C(C=C1)F)NC(=O)C1=NC=CN=C1)=O